5-[4-(cyclopropylamino)-1-piperidyl]-N-(6,8-dimethylimidazo[1,2-a]pyrazine-2-yl)cinnoline-8-carboxamide Ethyl-(6-(benzyloxy)pyrazolo[5,1-a]isoquinoline-5-carbonyl)glycinate C(C)N(CC(=O)O)C(=O)C=1N2C(C3=CC=CC=C3C1OCC1=CC=CC=C1)=CC=N2.C2(CC2)NC2CCN(CC2)C2=C1C=CN=NC1=C(C=C2)C(=O)NC=2N=C1N(C=C(N=C1C)C)C2